CS(=O)(=O)[O-].C(CCCCCCCCCCC)[NH+]1CCC(CC1)CCC 1-dodecyl-4-propylpiperidinium methanesulfonate